(6-(2-Methyl-2-(thiazol-2-yl)propionyl)pyridin-3-yl)carbamate CC(C(=O)C1=CC=C(C=N1)NC([O-])=O)(C)C=1SC=CN1